OC1CCN(CC1)C1=CC=C(C=C1)C(/C=C/C=1C=C(OCC=2C=C(C#N)C=CC2)C=CC1)=O 3-[[3-[(E)-3-[4-(4-Hydroxypiperidin-1-yl)phenyl]-3-oxoprop-1-enyl]phenoxy]methyl]benzonitrile